aluminum tin [Sn].[Al]